[I-].CN(C1=CC=C(C=CC[N+]2=CC=CC=C2)C=C1)C (4-dimethylaminostyryl)methylpyridinium iodide